(3R,4R)-4-(((7-(((1H-pyrazol-5-yl)methyl)amino)-3-isopropylpyrazolo[1,5-a]pyrimidin-5-yl)amino)methyl)piperidin-3-ol N1N=CC=C1CNC1=CC(=NC=2N1N=CC2C(C)C)NC[C@@H]2[C@H](CNCC2)O